[Na+].CC(C(=O)NCCC(=O)[O-])(C)NC(C=C)=O 3-[[2-Methyl-2-(prop-2-enoylamino)propanoyl]amino]propanoic acid, sodium salt